N-(2-methoxy-4-aminophenyl)-2,4-difluorobenzamide COC1=C(C=CC(=C1)N)NC(C1=C(C=C(C=C1)F)F)=O